6-fluoro-4-[1-[1-(triphenylmethyl)imidazol-4-yl]ethyl]-2,3-dihydro-1H-inden-1-ol FC1=CC(=C2CCC(C2=C1)O)C(C)C=1N=CN(C1)C(C1=CC=CC=C1)(C1=CC=CC=C1)C1=CC=CC=C1